FC=1C=C(C=C(C1CN1C(OCC=2C=NC=3C=CC=C(C3C21)OC)=O)F)S(=O)(=O)N 3,5-difluoro-4-((10-methoxy-2-oxo-2H-[1,3]oxazino[5,4-c]quinolin-1(4H)-yl)methyl)benzenesulfonamide